(R)-1-(6-(3-(4-((di(oxetan-3-yl)amino)methyl)-2,2-dimethylpiperidin-1-yl)-4-(5,6-dichloro-1H-indazol-4-yl)-5-methyl-1H-pyrazol-1-yl)-2-azaspiro[3.3]heptan-2-yl)prop-2-en-1-one O1CC(C1)N(C1COC1)C[C@H]1CC(N(CC1)C1=NN(C(=C1C1=C2C=NNC2=CC(=C1Cl)Cl)C)C1CC2(CN(C2)C(C=C)=O)C1)(C)C